1-(3-amino-5-cyclopropyl-2-pyridyl)-4-methyl-piperidin-4-ol NC=1C(=NC=C(C1)C1CC1)N1CCC(CC1)(O)C